NC(C1=C(C=C(C(=C1)Cl)Cl)O)C1CCN(CC1)S(=O)(=O)N1CCCC1 2-(amino(1-(pyrrolidin-1-ylsulfonyl)piperidin-4-yl)methyl)-4,5-dichlorophenol